N-hydroxy-[1,1'-biphenyl]-4-formamide ONC(=O)C1=CC=C(C=C1)C1=CC=CC=C1